Acetylacetoxyethylacrylat C(C)(=O)C=C(C(=O)[O-])CCOC(C)=O